NC1=C(C(=NC=2N1N=C(C2CC)C)NCCC2=NC(=CC=C2)CO)C#N 7-amino-3-ethyl-5-((2-(6-(hydroxymethyl)pyridin-2-yl)ethyl)amino)-2-methylpyrazolo[1,5-a]pyrimidine-6-carbonitrile